2-(3-(methoxymethyl)phenyl)-4,4,5,5-tetramethyl-1,3,2-dioxaborolan tantalum(V) [Ta+5].COCC=1C=C(C=CC1)B1OC(C(O1)(C)C)(C)C